(3R,4R,5S)-5-fluoro-1-(4-((5-isopropyl-8-((2R,3S)-2-methyl-3-((methylsulfonyl)meth-yl)azetidin-1-yl)isoquinolin-3-yl)amino)pyrimidin-2-yl)-4-methoxypiperidin-3-ol F[C@@H]1[C@@H]([C@@H](CN(C1)C1=NC=CC(=N1)NC=1N=CC2=C(C=CC(=C2C1)C(C)C)N1[C@@H]([C@H](C1)CS(=O)(=O)C)C)O)OC